C(C)(C)(C)OC(=O)N1C2CN(CC1CC2)C2=C1C(=NC=C2)NC(=N1)C=1C=NN(C1)C 3-(2-(1-methyl-1H-pyrazol-4-yl)-3H-imidazo[4,5-b]pyridin-7-yl)-3,8-diazabicyclo[3.2.1]octane-8-carboxylic acid tert-butyl ester